C(=O)O.ClC=1C=C2CCCN(C2=C(C1)C1=C2C(=NC=C1)C=C(S2)CN2C(CCC2=O)=O)[C@H]2CNCCC2 (R)-1-((7-(6-chloro-1-(piperidin-3-yl)-1,2,3,4-tetrahydroquinolin-8-yl)thieno[3,2-b]pyridin-2-yl)methyl)pyrrolidine-2,5-dione, formic acid salt